4-[2-(4-aminopiperidin-1-yl)-5-(4-ethoxyphenyl)-1-methyl-6-oxopyrimidin-4-yl]-2-fluorobenzonitrile NC1CCN(CC1)C=1N(C(C(=C(N1)C1=CC(=C(C#N)C=C1)F)C1=CC=C(C=C1)OCC)=O)C